2-(tert-butoxy)-2-oxoethyl 2-((3-(4-butylbenzyl)-1,2,4-oxadiazol-5-yl)methyl)acrylate C(CCC)C1=CC=C(CC2=NOC(=N2)CC(C(=O)OCC(=O)OC(C)(C)C)=C)C=C1